2-(2-methoxyphenoxy)-5H,6H,7H,8H,9H,10H,11H-cyclohepta[b]quinolin-11-one COC1=C(OC=2C=C3C(C4=C(NC3=CC2)CCCCC4)=O)C=CC=C1